3-((2S,4R)-4-fluoro-2-(((2-fluoro-3-methoxyphenyl)amino)methyl)pyrrolidin-1-yl)oxetan F[C@@H]1C[C@H](N(C1)C1COC1)CNC1=C(C(=CC=C1)OC)F